triphenylglycerol diisocyanate [N-]=C=O.[N-]=C=O.C1(=CC=CC=C1)C(C(O)(C1=CC=CC=C1)C1=CC=CC=C1)(O)CO